C(C)C1(C(CC(CC1(C)C)N=C=O)(C)CN=C=O)CO 2-ethyl-2-(hydroxymethyl)-5-isocyanato-1-(isocyanatomethyl)-1,3,3-trimethylcyclohexane